CS(=O)C=1C=C(C(=O)NC2=CC=C(C=C2)N2C3=C(NC(CC2=O)=O)C2=CC=CC=C2C=C3)C=CC1 5-[4-(3-methanesulfinylbenzoylamino)phenyl]-1H-naphtho[1,2-b][1,4]diazepine-2,4(3H,5H)-dione